tert-butyl (1-(2-amino-5-fluoro-4-(2-morpholinopyrimidin-5-yl)phenyl)piperidin-4-yl)(methyl)carbamate NC1=C(C=C(C(=C1)C=1C=NC(=NC1)N1CCOCC1)F)N1CCC(CC1)N(C(OC(C)(C)C)=O)C